FC1=C(C=C(C=C1)F)C(NN)=S 2,5-difluorobenzenecarbothiohydrazide